6-Isopropyl-3-oxo-2-(4-(trifluoromethyl)phenyl)-2,3-dihydropyridazine-4-carboxylic acid C(C)(C)C=1C=C(C(N(N1)C1=CC=C(C=C1)C(F)(F)F)=O)C(=O)O